ethyl 5-(2-cyclopropoxy-5-(trifluoromethyl)phenyl)-1,3,4-oxadiazole-2-carboxylate C1(CC1)OC1=C(C=C(C=C1)C(F)(F)F)C1=NN=C(O1)C(=O)OCC